C(C1=CC=CC=C1)OC(=O)N1[C@@H](C[C@@H](CC1)N(C)C(=O)OC(C)(C)C)C1=CC=C(C=C1)F |r| rac-(2s,4r)-4-((tert-butoxycarbonyl)(methyl)amino)-2-(4-fluorophenyl)piperidine-1-carboxylic acid benzyl ester